[Zn].CC(C(C)C)SSC1=NN=C(S1)SC(C)C(C)C bis-(2-isopentylthio)-1,3,4-thiadiazole-5-thiol zinc